OCCCCCCCCO[C@@H](CC=C(C)C)C=1C(=C2C(C=CC(C2=C(C1)OC)=NO)=NO)OC (S)-6-(1-(8-hydroxyoctyloxy)-4-methylpent-3-en-1-yl)-5,8-dimethoxy-1,4-naphthalenedione dioxime